7-bromo-1-isopropyl-3-methoxyquinolin-4(1H)-one BrC1=CC=C2C(C(=CN(C2=C1)C(C)C)OC)=O